C[C@H]1N(CCN(C1=O)C)CCCOC1=NC2=CC=C(C=C2C=C1)C=1C2=C(C(N(C1)C)=O)NC=C2 (R)-4-{2-[3-(2,4-dimethyl-3-oxopiperazin-1-yl)propoxy]quinolin-6-yl}-6-methyl-1H-pyrrolo[2,3-c]pyridin-7(6H)-one